C(C\C=C/CC)[O-] (Z)-hex-3-en-1-olat